ClC=1SC2=C(N1)C(=CC=C2)C(F)(F)F 2-chloro-4-(trifluoromethyl)benzo[d]thiazole